C1(CC1)N(C(=O)N1CCN(CC1)C1=C2C=NN(C2=CC(=C1)S(=O)(=O)NC1(CC1)C)C=1SC(=NN1)C(F)F)C N-cyclopropyl-4-(1-(5-(difluoromethyl)-1,3,4-thiadiazol-2-yl)-6-(N-(1-methylcyclopropyl)aminosulfonyl)-1H-indazol-4-yl)-N-methylpiperazine-1-carboxamide